4-{(1R,2R)-2-[3-(2-methylpyridin-3-yl)-1,2,4-oxadiazol-5-yl]cyclopropyl}benzenesulfonamide CC1=NC=CC=C1C1=NOC(=N1)[C@H]1[C@@H](C1)C1=CC=C(C=C1)S(=O)(=O)N